C(C1=CC=CC=C1)N(C(C=C)=O)C(=C)C=1SC=CC1 N-benzyl-N-(1-(thiophen-2-yl)vinyl)acrylamide